ClC1=NC(=CC(=C1N1CCC(CC1)(C1=NN=CN1C)F)C#N)C1C(C1)(F)F 2-chloro-6-(2,2-difluorocyclopropyl)-3-[4-fluoro-4-(4-methyl-4H-1,2,4-triazol-3-yl)piperidin-1-yl]pyridine-4-carbonitrile